methyl 3'-acetyl-4'-amino-2',4,6'-trifluoro-[1,1'-biphenyl]-3-carboxylate C(C)(=O)C=1C(=C(C(=CC1N)F)C1=CC(=C(C=C1)F)C(=O)OC)F